FC(C=1C(=C(C=CC1)[C@@H](C)NC1=NC(=NC2=CC(=C(C=C12)OC)N1CCCCC1)C)F)F (R)-N-(1-(3-(difluoromethyl)-2-fluorophenyl)ethyl)-6-methoxy-2-methyl-7-(piperidin-1-yl)quinazolin-4-amine